FC1=CC=C(C=C1)C(CCCN1C[C@@H]2[C@@H](N3CCN(C=4C=CC=C2C34)C)CC1)=O 1-(4-fluorophenyl)-4-((6bR,10aS)-3-methyl-2,3,6b,9,10,10a-hexahydro-1H,7H-pyrido[3',4':4,5]pyrrolo[1,2,3-de]quinoxaline-8-yl)-butane-1-one